N-(1-(methylsulfonyl)indolin-6-yl)-2-(2-(3-(pyridin-4-yl)phenyl)-1,6-naphthyridin-7-yl)acetamide CS(=O)(=O)N1CCC2=CC=C(C=C12)NC(CC1=NC=C2C=CC(=NC2=C1)C1=CC(=CC=C1)C1=CC=NC=C1)=O